C[C@@H](CC=O)C[C@@H](C\C=C\[C@@H](C\C(=C\C)\C)C)C (3R,5S,9R,7E,11E)-3,5,9,11-Tetramethyl-7,11-tridecadienal